F[C@@H]1C[C@H](N(C1)C)CNC=1C=NN(C1)C N-{[(2S,4R)-4-fluoro-1-methylpyrrolidin-2-yl]methyl}-1-methyl-1H-pyrazol-4-amine